(S)-(1-((5-((1-methyl-1H-pyrazol-4-yl)methoxy)-7-((2-methyl-[1,1'-biphenyl]-3-yl)methoxy)-2,3-dihydro-1H-inden-4-yl)methyl)piperidin-2-yl)methanol CN1N=CC(=C1)COC=1C(=C2CCCC2=C(C1)OCC=1C(=C(C=CC1)C1=CC=CC=C1)C)CN1[C@@H](CCCC1)CO